NC=1C=C(C=C(C1)C(F)(F)F)[C@@H](C)NC=1C2=C(N=C(N1)C)N=C(C(=C2)C(N(C)C)=O)N2CC1CCC(C2)N1C(=O)OC(C)(C)C tert-butyl 3-(4-((R)-1-(3-amino-5-(trifluoromethyl) phenyl) ethylamino)-6-(dimethylcarbamoyl)-2-methylpyrido[2,3-d]pyrimidin-7-yl)-3,8-diazabicyclo[3.2.1]octane-8-carboxylate